(4-(2-aminoethoxy)piperidin-1-yl)(3,4-dichloro-5-fluoro-1H-indol-2-yl)methanone NCCOC1CCN(CC1)C(=O)C=1NC2=CC=C(C(=C2C1Cl)Cl)F